(1S,3S)-N-methyl-3-(4-(5,6,7,8-tetrahydro-1,8-naphthyridin-2-yl)butoxy)cyclopentan-1-amine CN[C@@H]1C[C@H](CC1)OCCCCC1=NC=2NCCCC2C=C1